(1R,2R,3R,4R,5S)-4-acetamido-1-(acetoxymethyl)-6,8-dioxabicyclo[3.2.1]octane-2,3-diyl diacetate C(C)(=O)O[C@H]1[C@@]2(CO[C@H]([C@@H]([C@H]1OC(C)=O)NC(C)=O)O2)COC(C)=O